4-(7-chloro-3-quinolylamino)-2-[2-methoxy-4-(4-methyl-1-piperazinyl)phenylamino]pyrimidine ClC1=CC=C2C=C(C=NC2=C1)NC1=NC(=NC=C1)NC1=C(C=C(C=C1)N1CCN(CC1)C)OC